1-[(1R,5S,6R)-3,3-dioxo-6-(5-oxo-4,5-dihydro-1,2,4-oxadiazol-3-yl)-3λ6-thiabicyclo[3.1.0]hex-6-yl]-1H-indole-2-carboxylic acid ethyl ester C(C)OC(=O)C=1N(C2=CC=CC=C2C1)C1([C@H]2CS(C[C@@H]12)(=O)=O)C1=NOC(N1)=O